ClC=1C(=NC(=NC1)NC1=NC(=NS1)C)C1=CC=C2CN(C(C2=C1)=O)[C@@H](C(=O)N[C@H](CO)C1=CC(=CC(=C1)OC)F)C (2R)-2-(6-{5-chloro-2-[(3-methyl-1,2,4-thiadiazol-5-yl)amino]pyrimidin-4-yl}-1-oxo-2,3-dihydro-1H-isoindol-2-yl)-N-[(1S)-1-(3-fluoro-5-methoxyphenyl)-2-hydroxyethyl]propanamide